3-bromo-5-(trifluoromethylsulfanyl)pyridine BrC=1C=NC=C(C1)SC(F)(F)F